COC1=CC=C(C=C1)COC=1C=C(C=C2N=C(C(N(C12)C)=O)C)N1CCOCC1 8-[(4-methoxyphenyl)methoxy]-1,3-dimethyl-6-morpholino-quinoxalin-2-one